(S)-3-((tert-butoxycarbonyl)amino)-3-formylazepane-1-carboxylic acid tert-butyl ester C(C)(C)(C)OC(=O)N1C[C@@](CCCC1)(C=O)NC(=O)OC(C)(C)C